C(CCC)(=O)N1CCN(CC1)C1=CC=C(C=C1)C1=C(C=C(C=C1)Cl)N1CC(CCC1)N1N=CC(=C1C(F)(F)F)C(=O)O 1-[1-[2-[4-(4-butyrylpiperazin-1-yl)phenyl]-5-chloro-phenyl]-3-piperidinyl]-5-(trifluoromethyl)pyrazole-4-carboxylic acid